C(C)(C)N1N=C(C=C1C1C2CC(CC12)O)C(F)(F)F 6-(1-Isopropyl-3-(trifluoromethyl)-1H-pyrazol-5-yl)bicyclo[3.1.0]hexan-3-ol